methyl 4-{[3-(4-{[(3R,4S)-3-fluoro-1-(2-methoxyethyl) piperidin-4-yl]amino}-1-(2,2,2-trifluoroethyl)-1H-indol-2-yl)prop-2-yn-1-yl]amino}-3-methoxybenzoate F[C@@H]1CN(CC[C@@H]1NC1=C2C=C(N(C2=CC=C1)CC(F)(F)F)C#CCNC1=C(C=C(C(=O)OC)C=C1)OC)CCOC